O=S1(CCN(CC1)C1=NC=2N(C=C1)N=CC2C(=O)N)=O 5-(1,1-Dioxothiomorpholino)pyrazolo[1,5-a]pyrimidine-3-carboxamide